7-(3-fluoro-4-((4-methylpyrimidin-2-yl)oxy)phenyl)-6-(1-(2-fluoroacryloyl)-6-methylindolin-5-yl)-3-methylpyrrolo[1,2-a]pyrazine-8-carboxamide FC=1C=C(C=CC1OC1=NC=CC(=N1)C)C=1C(=C2N(C=C(N=C2)C)C1C=1C=C2CCN(C2=CC1C)C(C(=C)F)=O)C(=O)N